tert-butyl 6-(methoxymethyl)-1,4-oxaazepane-4-carboxylate COCC1CN(CCOC1)C(=O)OC(C)(C)C